ClC1=CC2=C(N(C(N=C2N2[C@H](CN(CC2)C(C=C)=O)C)=O)C2=C(C=CC=C2)C(C)C)N=C1C1=NC=CC=C1Cl 6-chloro-7-(3-chloro-2-pyridinyl)-4-((2S)-2-methyl-4-(2-propenoyl)-1-piperazinyl)-1-(2-(2-propanyl)phenyl)pyrido[2,3-d]pyrimidin-2(1H)-one